bis-(2-hydroxyethyl)glycine OCCN(CC(=O)O)CCO